4-bromo-2-methyl-isoquinolin-1-one BrC1=CN(C(C2=CC=CC=C12)=O)C